NCC1=CC=C(C=C1)CNC1=CC(=NN1C(C(C)(C)C)=O)C1CCN(CC1)S(=O)(=O)N1CCCC1 1-[5-([4-(Aminomethyl)phenyl]methylamino)-3-[1-(pyrrolidin-1-sulfonyl)piperidin-4-yl]-1H-pyrazol-1-yl]-2,2-dimethylpropan-1-on